9-[2,5-bis-O-(tert-butyldimethylsilyl)-3-deoxy-β-D-ribofuranosyl]-N6-Biotinyl-adenine [Si](C)(C)(C(C)(C)C)O[C@H]1[C@@H](O[C@@H](C1)CO[Si](C)(C)C(C)(C)C)N1C2=NC=NC(=C2N=C1)NC(CCCC[C@@H]1SC[C@@H]2NC(=O)N[C@H]12)=O